CN1C(C2=C(C(=C1)C=1C=C3C=CC(=NC3=CC1)C1=CC=C(C=C1)OCCN1CC(N(CCC1)C)=O)C=CN2S(=O)(=O)C2=CC=C(C)C=C2)=O 6-methyl-4-{2-[4-(2-(4-methyl-3-oxo-1,4-diazepan-1-yl)ethoxy)phenyl]quinolin-6-yl}-1-tosyl-1H-pyrrolo[2,3-c]pyridin-7(6H)-one